N-[4-[Chloro(difluoro)methoxy]phenyl]-1-(5-cyano-3-pyridyl)-6-oxo-pyridine-3-carboxamide ClC(OC1=CC=C(C=C1)NC(=O)C1=CN(C(C=C1)=O)C=1C=NC=C(C1)C#N)(F)F